FC1=C(C=C(C=C1)CC(=O)O)[N+](=O)[O-] 2-(4-fluoro-3-nitro-phenyl)acetic acid